C(C)(C)(C)OC(=O)N1CC2(C1)CN(C2)CC2=C(C=CC=C2)S(N)(=O)=O.COC2=CC=C(N=N2)NC2=CC(=C(N=N2)C(=O)N)NC2=NC=CC=C2SC 6-((6-methoxypyridazin-3-yl)amino)-4-((3-(methylthio)pyridin-2-yl)amino)pyridazine-3-carboxamide tert-Butyl-6-[(2-sulfamoylphenyl)methyl]-2,6-diazaspiro[3.3]heptane-2-carboxylate